N-(4-((4-((5-aminopentyl)carbamoyl)phenyl)carbamoyl)benzyl)-N-cyclopropyl-3-oxo-3,4-dihydro-2H-benzo[b][1,4]oxazine-7-carboxamide 2,2,2-trifluoroacetate FC(C(=O)O)(F)F.NCCCCCNC(=O)C1=CC=C(C=C1)NC(=O)C1=CC=C(CN(C(=O)C=2C=CC3=C(OCC(N3)=O)C2)C2CC2)C=C1